2,6-bis[4-(R)-tert-butyl-2-oxazolyl]-2-fluoropyridine C(C)(C)(C)C=1N=C(OC1)C1(NC(=CC=C1)C=1OC=C(N1)C(C)(C)C)F